beta-D-mannoheptose C([C@H]([C@@H]([C@@H]([C@H]([C@@H](C=O)O)O)O)O)O)O